CS(=O)(=O)CP(O)(O)=O methylsulfonylmethylphosphonic acid